FC1=CC=C(C=C1)N1N=CC2=CC(=CC=C12)C1(CCN(CC1)S(=O)(=O)C=1C=NN(C1)CCC)C(=O)O 4-(1-(4-fluorophenyl)-1H-indazol-5-yl)-1-((1-propyl-1H-pyrazol-4-yl)sulfonyl)piperidine-4-carboxylic acid